tert.butyl-hydroxytoluene methyl-2-(4-(5-chloro-7-((tetrahydro-2H-pyran-4-yl)amino)-1H-indol-2-yl)phenyl)acetate COC(CC1=CC=C(C=C1)C=1NC2=C(C=C(C=C2C1)Cl)NC1CCOCC1)=O.C(C)(C)(C)C(C1=CC=CC=C1)O